NC1=NN(C(=C1)[C@@H]1C[C@@H](CC1)C=1OC(=CN1)C(C)(C)O)C(=O)OC(C)(C)C tert-butyl 3-amino-5-((1S,3R)-3-(5-(2-hydroxypropan-2-yl)oxazol-2-yl)cyclopentyl)-1H-pyrazole-1-carboxylate